CC1=CC=2N=CN=C(C2N1)N1CCC(CC1)CN1N=C(C=CC1=O)N1N=CN=C1 2-[[1-(6-methyl-5H-pyrrolo[3,2-d]pyrimidin-4-yl)piperidin-4-yl]methyl]-6-(1,2,4-triazol-1-yl)pyridazin-3-one